6,7-dihydro-5H-pyrrolo[1,2-B][1,2,4]triazole N1=C2N(N=C1)CCC2